1-(2-(4-Amino-1-(tert-butyl)-1H-pyrazolo[3,4-d]pyrimidin-3-yl)-3-chloro-1H-indol-6-yl)propan-1-ol NC1=C2C(=NC=N1)N(N=C2C=2NC1=CC(=CC=C1C2Cl)C(CC)O)C(C)(C)C